C(C)(C)(C)OC(=O)N(C1=CC(=NC=2N1N=CC2C2CC2)OC2CN(C2)C(=O)OC(C)(C)C)CC2=CC=C(C=C2)C2=NC=CC=C2 tert-butyl 3-((7-((tert-butoxycarbonyl)(4-(pyridin-2-yl)benzyl)amino)-3-cyclopropylpyrazolo[1,5-a]pyrimidin-5-yl)oxy)azetidine-1-carboxylate